C1=CC(=CC2=CC=CC=C12)O 3-Naphthol